(5,6-difluoro-1H-indol-3-yl)-6-(piperidin-1-yl)-3,4-dihydroisoquinoline-2(1H)-carboxamide FC=1C=C2C(=CNC2=CC1F)C1N(CCC2=CC(=CC=C12)N1CCCCC1)C(=O)N